C(C1=CC=CC=C1)OC=1C(=C(C=CC1OC)CC(=O)O)Br 2-(3-(benzyloxy)-2-bromo-4-methoxyphenyl)acetic acid